ClC1=C2CCN(CC2=CC=C1OCC1=CN=CO1)C[C@H](CC1=C(C(=O)N)C=CN=C1NC1CC(CCC1)(F)F)O (S)-3-(5-chloro-6-(oxazol-5-ylmethoxy)-3,4-dihydroisoquinolin-2(1H)-yl)-2-hydroxypropyl-2-((3,3-difluorocyclohexyl)amino)isonicotinamide